5-(4-(4-(2,3-dihydrobenzofuran-7-yl)piperazin-1-yl)butoxy)-1,1a,3,7b-tetrahydro-2H-cyclopropa[c]quinolin-2-one O1CCC2=C1C(=CC=C2)N2CCN(CC2)CCCCOC=2C=CC=1C3C(C(NC1C2)=O)C3